(S)-1-((S)-2-amino-3-(4-methoxyphenyl)propanoyl)-N-(4-(hydroxymethyl)phenethyl)-2-methylpyrrolidine-2-carboxamide hemisulfate hydrate O.S(=O)(=O)(O)O.N[C@H](C(=O)N1[C@@](CCC1)(C(=O)NCCC1=CC=C(C=C1)CO)C)CC1=CC=C(C=C1)OC.N[C@H](C(=O)N1[C@@](CCC1)(C(=O)NCCC1=CC=C(C=C1)CO)C)CC1=CC=C(C=C1)OC.O